4-(((tert-butyldimethylsilyl)oxy)methyl)-1-((trimethylsilyl)methyl)piperidine [Si](C)(C)(C(C)(C)C)OCC1CCN(CC1)C[Si](C)(C)C